5-(N-(2-(4-(3-bromothiophene-2-carbonyl)piperazin-1-yl)phenyl)-N-methylsulfamoyl)-3-methylbenzothiophene-2-carboxylic acid BrC1=C(SC=C1)C(=O)N1CCN(CC1)C1=C(C=CC=C1)N(S(=O)(=O)C=1C=CC2=C(C(=C(S2)C(=O)O)C)C1)C